C(C(O)CC(=O)[O-])(=O)[O-].C(C(O)CC(=O)[O-])(=O)[O-].C(CCC)[Sn+4]CCCC dibutyl-tin dimalate